4-[(3S,4S)-3,4-difluoropyrrolidin-1-yl]-N-[4-(3,5-dimethylpiperidin-1-yl)phenyl]-5-(trifluoromethyl)pyrimidin-2-amine F[C@H]1CN(C[C@@H]1F)C1=NC(=NC=C1C(F)(F)F)NC1=CC=C(C=C1)N1CC(CC(C1)C)C